methoxycyclobutane-1-carboxamide COC1(CCC1)C(=O)N